4-fluoro-2-[(1S)-1-hydroxyethyl]-N,N-bis(1-methylethyl)benzamide FC1=CC(=C(C(=O)N(C(C)C)C(C)C)C=C1)[C@H](C)O